(2S)-4-hydroxypyrrolidine-2-carboxylic acid [9-(1-octylnonyloxy)-9-oxo-nonyl] ester C(CCCCCCC)C(CCCCCCCC)OC(CCCCCCCCOC(=O)[C@H]1NCC(C1)O)=O